N-[2-(2-chloro-4-methylphenyl)-2,2-difluoroethyl]-5-[S-(3-cyclopropyl-2-fluorophenyl)-N-methylsulfonimidoyl]-2-methylpyrimidine-4-carboxamide ClC1=C(C=CC(=C1)C)C(CNC(=O)C1=NC(=NC=C1S(=O)(=NC)C1=C(C(=CC=C1)C1CC1)F)C)(F)F